C(N)(=O)C12CN(C(C1)(C2)CO)C(=O)OC(C)(C)C Tert-butyl 4-carbamoyl-1-(hydroxymethyl)-2-azabicyclo[2.1.1]hexane-2-carboxylate